rac-(5R,7R,8R,9S)-7-((2-fluoro-4-(trifluoromethyl)phenyl)carbamoyl)-9-(4-(methylamino)phenyl)-1-oxaspiro[4.5]decane-8-carboxylic acid FC1=C(C=CC(=C1)C(F)(F)F)NC(=O)[C@@H]1C[C@@]2(CCCO2)C[C@@H]([C@H]1C(=O)O)C1=CC=C(C=C1)NC |r|